3-ethoxy-4-(tridec-1-en-4-yloxy)benzaldehyde C(C)OC=1C=C(C=O)C=CC1OC(CC=C)CCCCCCCCC